CC1(OC[C@@H]2[C@H](O1)[C@@H]([C@H]([C@]1(O2)OCCCC1)OC(C(=O)O)C)N1N=NC(=C1)C1=CC(=C(C(=C1)F)F)F)C 2-(((2S,4a'R,7'R,8'S,8a'R)-2',2'-dimethyl-8'-(4-(3,4,5-trifluorophenyl)-1H-1,2,3-triazol-1-yl)octahydro-4'H-spiro[pyran-2,6'-pyrano[3,2-d][1,3]dioxin]-7'-yl)oxy)propanoic acid